C(C(C)(C)C)(=O)OC=1C=CC2=C(SCCC=C2C2=CC=C(C=C2)CC2CNCC2)C1 5-(4-(pyrrolidin-3-ylmethyl)phenyl)-2,3-dihydrobenzo[b]thiepin-8-yl pivalate